F[P-](F)(F)(F)(F)F.N1(N=NC2=C1C=CC=C2)OC2N(CCC2)P(N2CCCC2)N2CCCC2 benzotriazol-1-yloxytripyrrolidinylphosphine hexafluorophosphate salt